N-(5-methyl-3-isoxazolyl)-4-aminobenzenesulfonamide CC1=CC(=NO1)NS(=O)(=O)C1=CC=C(C=C1)N